(±)-trans-4-(1-((5-methoxy-7-methyl-1H-indol-4-yl)methyl)-4-(oxetan-3-ylamino)piperidin-2-yl)benzoic acid COC=1C(=C2C=CNC2=C(C1)C)CN1[C@H](C[C@@H](CC1)NC1COC1)C1=CC=C(C(=O)O)C=C1 |r|